ClC1=NC=2N(C(=C1)C)N=C(C2)C 5-chloro-2,7-dimethyl-pyrazolo[1,5-a]pyrimidine